ClC1=NC(=NC(=N1)C1=CC=CC=C1)C1=CC=CC=2N(C3=CC=CC=C3C12)C1=CC=CC=C1 4-(4-chloro-6-phenyl-1,3,5-triazin-2-yl)-9-phenylcarbazole